4-(2-(6-(2,5-dimethylphenyl)-1,1-dioxido-1,2,6-thiadiazinan-2-yl)acetamido)adamantane-1-carboxamide CC1=C(C=C(C=C1)C)N1CCCN(S1(=O)=O)CC(=O)NC1C2CC3(CC(CC1C3)C2)C(=O)N